methyl 2-bromo-4-(4-[[4-(4-chlorophenyl)-6,6-dimethyl-2,5-dihydropyran-3-yl]methyl]piperazin-1-yl)benzoate BrC1=C(C(=O)OC)C=CC(=C1)N1CCN(CC1)CC=1COC(CC1C1=CC=C(C=C1)Cl)(C)C